C(=O)=C1NC(=NN1)CC(=O)O (5-carbonyl-4,5-dihydro-1H-1,2,4-triazol-3-yl)acetic acid